C1=NC=CC=2NC=3C=C(C=CC3C21)C=2C=CC(=NC2)OC2CC(C2)OC2CCN(CC2)CCCCCOC=2C=C1C(N(C(C1=CC2)=O)C2C(NC(CC2)=O)=O)=O 5-((5-(4-((1r,3r)-3-((5-(5H-pyrido[4,3-b]indol-7-yl)pyridin-2-yl)oxy)cyclobutoxy)piperidin-1-yl)pentyl)oxy)-2-(2,6-dioxopiperidin-3-yl)isoindoline-1,3-dione